NC1=NC=2C(=CC=CC2C=2N1C=C(N2)C(=O)N2CCC1(C(CCO1)(C)C)CC2)OC (5-amino-7-methoxyimidazo[1,2-c]quinazolin-2-yl)(4,4-dimethyl-1-oxa-8-azaspiro[4.5]decan-8-yl)methanone